[3-(4H-1,2,4-Triazol-3-yl)pyrrolidin-1-yl]-[3-[6-[4-(trifluoromethoxy)phenoxy]-3-pyridyl]azetidin-1-yl]methanone N=1N=C(NC1)C1CN(CC1)C(=O)N1CC(C1)C=1C=NC(=CC1)OC1=CC=C(C=C1)OC(F)(F)F